(R)-3-(((R)-3-butyl-3-ethyl-5-(4-fluorophenyl)-7-(methylsulfanyl)-1,1-dioxo-2,3,4,5-tetrahydro-1,5-benzothiazepin-8-yl)oxy)-2-hydroxypropionic acid C(CCC)[C@]1(CS(C2=C(N(C1)C1=CC=C(C=C1)F)C=C(C(=C2)OC[C@H](C(=O)O)O)SC)(=O)=O)CC